COC1(CCC(CC1)N)C (trans)-4-methoxy-4-methylcyclohexan-1-amine